FC1=C(C(=O)Cl)C(=CC(=C1)[N+](=O)[O-])F 2,6-difluoro-4-nitro-benzoyl chloride